ClC1=CC=C(C(=N1)C(=O)O)NC(C)C1=C2N=C(C(=NC2=CC(=C1)C)C#N)N1CC2(CC2C1)CF 6-chloro-3-((1-(2-cyano-3-(1-(fluoromethyl)-3-azabicyclo[3.1.0]hexan-3-yl)-7-methylquinoxalin-5-yl)ethyl)amino)picolinic acid